NC=1C(=NC(=C(N1)C=1OC=CN1)C=1C=CC=2N(C1)C(=CN2)Cl)C(=O)O 3-amino-6-[3-chloroimidazo[1,2-a]Pyridin-6-yl]-5-(1,3-Oxazol-2-yl)pyrazine-2-carboxylic acid